1-(3-(4-chloro-3-(2,2-difluoroethyl)-1H-pyrrolo[2,3-b]pyridin-5-yl)phenyl)-4-((3-morpholinopropyl)sulfonyl)piperazin-2-one ClC1=C2C(=NC=C1C=1C=C(C=CC1)N1C(CN(CC1)S(=O)(=O)CCCN1CCOCC1)=O)NC=C2CC(F)F